C(C1=CC=CC=C1)C(C(=O)NC=1C=NC2=CC=CC=C2C1)(CC(C)C)C 2-benzyl-2,4-dimethyl-N-(3-quinolinyl)pentanamide